C1(CC1)C1=C(C(=CC(=C1)F)C(C)C)CC(=O)NS(=O)(=N)C1=CC=C(C=C1)CN(C)C 2-(2-cyclopropyl-4-fluoro-6-isopropylphenyl)-N-(4-((dimethylamino)methyl)phenyl-sulfonimidoyl)acetamide